N-((S)-(4-(tert-butyl)phenyl)((R)-2'-iodo-6,6'-dimethyl-[1,1'-biphenyl]-2-yl)-λ4-sulfaneylidene)pivalamide C(C)(C)(C)C1=CC=C(C=C1)[S@](=NC(C(C)(C)C)=O)C1=C(C(=CC=C1)C)C1=C(C=CC=C1C)I